BrC1=C2CN(C(C2=CC(=C1)CNC1(CCC1)C)=O)C1=CC(=CC=C1)C1(COC1)[C@H](C1=NN=CN1C)F (R)-4-bromo-2-(3-(3-(fluoro(4-methyl-4H-1,2,4-triazol-3-yl)methyl)oxetan-3-yl)phenyl)-6-(((1-methylcyclobutyl)amino)methyl)isoindolin-1-one